[C@H]1(CCCC2=CC=CC=C12)N (R)-1,2,3,4-tetrahydronaphthalen-1-amine